Cl.Cl.NC(C(=O)NC1=CC=C(C=C1)C1=CC=NC=C1)=CC1=CC(=CC=C1)F (R)-2-Amino-3-(3-fluorophenyl)-N-(4-(pyridin-4-yl)phenyl)propenamide dihydrochloride